N1(CCOCC1)C1=NC2=C(N=CC=C2C(=C1)C=1NC=CC1)C1=CC=NN1 2-(morpholin-4-yl)-8-(1H-pyrazol-5-yl)-4-(1H-pyrrol-2-yl)-1,7-naphthyridine